3-(5-bromobenzofuran-3-yl)piperidine-2,6-dione BrC=1C=CC2=C(C(=CO2)C2C(NC(CC2)=O)=O)C1